N(=[N+]=[N-])C1CC2CCC(C1)N2C(=O)OC(C)(C)C tert-butyl (3-endo)-3-azido-8-azabicyclo[3.2.1]octane-8-carboxylate